(cis-3-aminocyclobutyl)((S)-3-(4-chlorophenyl)isoxazolidin-2-yl)methanone hydrochloride Cl.N[C@H]1C[C@H](C1)C(=O)N1OCC[C@H]1C1=CC=C(C=C1)Cl